(4-(2-fluoro-6-(trifluoromethyl)phenyl)piperidin-1-yl)(4,5,6,7-tetrahydro-1H-pyrazolo[4,3-c]pyridin-3-yl)methanone FC1=C(C(=CC=C1)C(F)(F)F)C1CCN(CC1)C(=O)C1=NNC2=C1CNCC2